(1S)-1-[1-(naphthalen-1-yl)cyclopropyl]ethyl N-[(3-acetoxy-4-methoxypyridin-2-yl) carbonyl]-L-alaninate C(C)(=O)OC=1C(=NC=CC1OC)C(=O)N[C@@H](C)C(=O)O[C@@H](C)C1(CC1)C1=CC=CC2=CC=CC=C12